4-Chloro-o-phenylenediamine C1=CC(=C(C=C1Cl)N)N